BrC=1C=C(C=CC1)[C@@H]1NC(N(C(C1)=O)C1CC2(CC(C2)OC2=NC=CC=C2C(=O)N)C1)=O 2-{[(αR)-6-[(4R)-4-(3-bromophenyl)-2,6-dioxo-1,3-diazinan-1-yl]spiro[3.3]heptan-2-yl]oxy}pyridine-3-carboxamide